n-(3-trimethoxysilylpropyl)pyrrole CO[Si](CCCN1C=CC=C1)(OC)OC